S-(7-oxo-7-((4-(pyridin-2-yl)thiazol-2-yl) amino)heptyl) 3-phenylpropane-thioate C1(=CC=CC=C1)CCC(SCCCCCCC(NC=1SC=C(N1)C1=NC=CC=C1)=O)=O